3,4-methylenedioxy-phenethylamine C1OC=2C=C(CCN)C=CC2O1